1,3,5-Tris(2-propynyloxy)benzene C(C#C)OC1=CC(=CC(=C1)OCC#C)OCC#C